6-[1-(2-Fluoro-6-methyl-phenyl)-piperidin-4-yl]-2-(2-fluoro-2-methylpropyl)-4-(2-trifluoromethyl-benzyl)-2,4,6,7-tetrahydro-pyrazolo[4,3-d]pyrimidin-5-one FC1=C(C(=CC=C1)C)N1CCC(CC1)N1C(N(C=2C(C1)=NN(C2)CC(C)(C)F)CC2=C(C=CC=C2)C(F)(F)F)=O